(1S,3S)-3-((6-(5-(((6-azaspiro[2.5]octane-6-carbonyl)oxy)methyl)-1-methyl-1H-1,2,3-triazol-4-yl)-2-methylpyridin-3-yl)oxy)cyclohexane-1-carboxylic acid C1CC12CCN(CC2)C(=O)OCC2=C(N=NN2C)C2=CC=C(C(=N2)C)O[C@@H]2C[C@H](CCC2)C(=O)O